FC(C1=C(C=C2CCCNC2=C1)C1=CN=CS1)F 5-[7-(difluoromethyl)-1,2,3,4-tetrahydroquinolin-6-yl]thiazole